COC1=C(C=C(C(=C1)OC)[N+](=O)[O-])NC(=O)C=1C=CC=C(C(=O)O)C1 5-((2,4-dimethoxy-5-nitrophenyl)carbamoyl)benzoic acid